2-chlorobenzyl-piperazine ClC1=C(CN2CCNCC2)C=CC=C1